(2S,5R)-1-(3'-carbamoyl-[1,1'-biphenyl]-4-carbonyl)-5-(2-chlorophenyl)pyrrolidine-2-carboxylic acid C(N)(=O)C=1C=C(C=CC1)C1=CC=C(C=C1)C(=O)N1[C@@H](CC[C@@H]1C1=C(C=CC=C1)Cl)C(=O)O